4,4'-((1,4-dimethoxy-1,4-dioxobutane-2,3-diyl)bis(oxy))bis(4-oxobutanoic acid) COC(C(C(C(=O)OC)OC(CCC(=O)O)=O)OC(CCC(=O)O)=O)=O